C=1(C(C(C=CC1)(C(=O)O)C(=O)O)(C(=O)O)C(=O)O)C1=CC=CC=C1 2,2,3,3-biphenyltetracarboxylic acid